3-Phenyl-Succinimid C1(=CC=CC=C1)C1CC(=O)NC1=O